ClC=1C=CC(=C(C1)[C@]1(C(NC2=CC(=CC=C12)C(F)(F)F)=O)CC)OC (3S)-3-(5-chloro-2-methoxyphenyl)-3-ethyl-6-(trifluoromethyl)indolin-2-one